O[C@H](C(=O)[O-])CC(=O)[O-] (2S)-hydroxybutane-dioate